CN(C1=C(C=NC2=C(C=CC=C12)C1=C(C(=CC(=C1)F)F)F)NC(OC(C)(C)C)=O)C Tert-butyl (4-(dimethylamino)-8-(2,3,5-trifluorophenyl)quinolin-3-yl)carbamate